O=C1NC(CCC1N1C(C2=CC=C(C=C2C1)N1CCN(CC1)CCCCCNC(OC(C)(C)C)=O)=O)=O tert-butyl (5-(4-(2-(2,6-dioxopiperidin-3-yl)-1-oxoisoindolin-5-yl)piperazin-1-yl)pentyl)carbamate